NC1=NC=2C=C(C=CC2C2=C1C=C(N2)CCNC(=O)C2=NC=CC=C2)C2=CC=NN2 N-[2-[4-amino-7-(1H-pyrazol-5-yl)-1H-pyrrolo[3,2-c]quinolin-2-yl]ethyl]pyridine-2-carboxamide